O=C1NC(CCC1C1=NN(C2=CC(=CC=C12)NC[C@H]1N(CCC1)C(=O)OC(C)(C)C)C)=O tert-butyl (2S)-2-(((3-(2,6-dioxopiperidin-3-yl)-1-methyl-1H-indazol-6-yl)amino)methyl)pyrrolidine-1-carboxylate